N-[(2R)-3-[(4aR,8aS)-3,4,4a,5,6,7,8,8a-Octahydro-2H-quinolin-1-yl]-2-[cyclopropyl-[(2,4-dimethoxyphenyl)methyl]amino]-3-oxo-propyl]methanesulfonamide N1(CCC[C@H]2CCCC[C@H]12)C([C@@H](CNS(=O)(=O)C)N(CC1=C(C=C(C=C1)OC)OC)C1CC1)=O